COC1=C(C=CC(=C1)NC(=O)C1(CCCC1)C1=CC=CC=C1)NC(=O)C1=CC(=NC=C1)Cl N-(2-methoxy-4-(1-phenylcyclopentane-1-carboxamido)phenyl)-2-chloropyridine-4-carboxamide